O=NC(=O)N1N=CN=C1 oxo-1H-1,2,4-triazole-1-carboxamide